BrC1=C(C(=O)N)C(=CC(=C1)Cl)F 2-bromo-4-chloro-6-fluorobenzamide